CC1=NC2=NC=NC(=C2N1)NN=CC1=CC=C(C=C1)[N+](=O)[O-] 8-methyl-6-(4-nitrobenzylidenehydrazino)-7H-purin